ClC1=CC=C2C(=CC(=NC2=C1Cl)N(CC(=O)O)CCN1CCOCC1)N1C=NC=C1 N-(7,8-dichloro-4-(1H-imidazol-1-yl)quinolin-2-yl)-N-(2-morpholinoethyl)glycine